C(CCCC)N1C=C(C2=CC=CC=C12)C(=O)C1C(C1(C)C)(C)C (1-pentylindol-3-yl)-(2,2,3,3-tetramethylcyclopropyl)methanone